(R)-N-(8,9-difluoro-6-oxo-1,4,5,6-tetrahydro-2H-pyrano[3,4-c]isoquinolin-1-yl)-4-(difluoromethyl)-3,5-difluoro-N-methylbenzamide FC=1C(=CC=2C3=C(NC(C2C1)=O)COC[C@@H]3N(C(C3=CC(=C(C(=C3)F)C(F)F)F)=O)C)F